7-azaspiro[3.5]nonane-7-carbaldehyde C1CCC12CCN(CC2)C=O